2,4-dimethyl-6-tertiary butyl-phenol CC1=C(C(=CC(=C1)C)C(C)(C)C)O